(2R,4R)-4-(2-(tert-butoxy)-2-oxoethyl)pyrrolidine-2-carboxylic acid C(C)(C)(C)OC(C[C@H]1C[C@@H](NC1)C(=O)O)=O